2-(6-{5-chloro-2-[(oxan-4-yl)amino]pyrimidin-4-yl}-1-oxo-2,3-dihydro-1H-isoindol-2-yl)-N-[(2S)-1-hydroxy-2-phenylpropan-2-yl]acetamide ClC=1C(=NC(=NC1)NC1CCOCC1)C1=CC=C2CN(C(C2=C1)=O)CC(=O)N[C@@](CO)(C)C1=CC=CC=C1